tert-butyl (2R,3R)-2-[[tert-butyl(diphenyl)silyl]oxymethyl]-3-hydroxy-piperidine-1-carboxylate [Si](C1=CC=CC=C1)(C1=CC=CC=C1)(C(C)(C)C)OC[C@H]1N(CCC[C@H]1O)C(=O)OC(C)(C)C